N-(4-Piperidyl-methyl)-4-(trifluoro-methoxy)benzene-sulfonamide N1CCC(CC1)CNS(=O)(=O)C1=CC=C(C=C1)OC(F)(F)F